[O-]S(=O)(=O)C(F)(F)F.C(=C)C[N+](C)(C)CC1=CC=CC=C1 vinylbenzyltrimethylammonium triflate